BrC=1C=C2C=CC(=CC2=CC1)/C=C/C(=O)OC(C)(C)C tert-butyl (E)-3-(6-bromonaphthalen-2-yl)acrylate